6-chloro-N-[5-(difluoromethoxy)-4-methoxy-pyrimidin-2-yl]-7-fluoro-1H-indole-3-sulfonamide ClC1=CC=C2C(=CNC2=C1F)S(=O)(=O)NC1=NC=C(C(=N1)OC)OC(F)F